(2-acetamido-2-deoxy-β-D-glucopyranosyl)-5-methylisoxazole C(C)(=O)N[C@H]1[C@@H](O[C@@H]([C@H]([C@@H]1O)O)CO)C1=NOC(=C1)C